ClC1=CC=C(OC[C@@H]2[C@H](CCC2)NC(=O)C2=NC(=CC=C2N2N=CC=N2)COC)C=C1 N-[(1S,2S)-2-[(4-chlorophenoxy)methyl]cyclopentyl]-6-(methoxymethyl)-3-(triazol-2-yl)pyridine-2-carboxamide